N-[1-(5-{2-[(cyclopropylamino)methyl]phenyl}thiophen-2-yl)ethyl]-6,7-dimethoxy-2-methylquinazolin-4-amine C1(CC1)NCC1=C(C=CC=C1)C1=CC=C(S1)C(C)NC1=NC(=NC2=CC(=C(C=C12)OC)OC)C